CC=1C(=C2C=NNC2=CC1)C=1C=C2C(=CN(C2=CC1)C1CN(C1)C(C=C)=O)S(=O)(=O)C 1-(3-(5-(5-methyl-1H-indazol-4-yl)-3-(methylsulfonyl)-1H-indol-1-yl)azetidin-1-yl)prop-2-en-1-one